C(C)(CC)OC1CCC(CC1)C(CC(=O)OCC)C ethyl 3-(4-(sec-butoxy)cyclohexyl)butanoate